N[C@@H]1CN(CCC1)C1=CC(=NC=C1C=1C=NN(C1)CC(F)(F)F)NC1=NC(=NC=C1)C1=C(C=C(C=C1OC)F)F (S)-N-(4-(3-aminopiperidin-1-yl)-5-(1-(2,2,2-trifluoroethyl)-1H-pyrazol-4-yl)pyridin-2-yl)-2-(2,4-difluoro-6-methoxyphenyl)pyrimidin-4-amine